1-(2-((2-((2-(cyclopropylamino)ethyl)carbamoyl)-4-methylthiophen-3-yl)amino)-2-oxoethyl)-1-(2-((2-(methoxycarbonyl)-4-methylthiophen-3-yl)amino)-2-oxoethyl)azepan-1-ium C1(CC1)NCCNC(=O)C=1SC=C(C1NC(C[N+]1(CCCCCC1)CC(=O)NC1=C(SC=C1C)C(=O)OC)=O)C